2-methoxy-4-(3-(2-((S)-2-methylazetidin-1-yl)-6,7-dihydro-5H-cyclopenta[d]pyrimidin-4-yl)phenylsulfonimidoyl)benzonitrile COC1=C(C#N)C=CC(=C1)S(=O)(=N)C1=CC(=CC=C1)C=1C2=C(N=C(N1)N1[C@H](CC1)C)CCC2